(S)-2-(4-(7-(difluoromethyl)pyrazolo[1,5-a]pyridin-2-yl)-1,4,6,7-tetrahydro-5H-imidazo[4,5-c]pyridin-5-yl)-5-(4-fluorophenyl)-1,3,4-oxadiazole FC(C1=CC=CC=2N1N=C(C2)[C@H]2N(CCC1=C2N=CN1)C=1OC(=NN1)C1=CC=C(C=C1)F)F